ClC1=CC(=NC(=C1O)Cl)C(=O)NC1=C2C(N(C(N(C2=CC=C1)CC)=O)CC1=C(C=CC=C1)C(F)(F)F)=O 4,6-dichloro-N-(1-ethyl-2,4-dioxo-3-(2-(trifluoromethyl)benzyl)-1,2,3,4-tetrahydroquinazolin-5-yl)-5-hydroxypyridinecarboxamide